COC1=C(CCNO)C=C(C(=C1)SCC)OC 2,5-dimethoxy-N-hydroxy-4-ethylthio-phenethylamine